FC(C(=O)O)(F)F.FC(C(=O)O)(F)F.FC1=C(C(=O)NC2=CC(=C(C=C2)N2CCNCC2)C)C=CC(=C1)C=1CCNCC1 2-fluoro-N-(3-methyl-4-(piperazin-1-yl)phenyl)-4-(1,2,3,6-tetrahydropyridin-4-yl)benzamide bistrifluoroacetic acid salt